3-(difluoromethoxy)-2-fluoro-benzaldehyde FC(OC=1C(=C(C=O)C=CC1)F)F